2,2-bis(4-fluorophenyl)-1,4-diphenyl-butane-1,4-dione FC1=CC=C(C=C1)C(C(=O)C1=CC=CC=C1)(CC(=O)C1=CC=CC=C1)C1=CC=C(C=C1)F